C(C)(C)(C)OC(=O)NC(=NS(=O)(=O)C(F)(F)F)NC(=O)OC(C)(C)C N,N'-di-tert-butoxycarbonyl-N''-(trifluoromethanesulfonyl)guanidine